1-ethyl-6-fluoro-7-(4-methylpiperazin-1-yl)-3-(4-fluorocinnamoyl)-quinoline C(C)N1CC(=CC2=CC(=C(C=C12)N1CCN(CC1)C)F)C(C=CC1=CC=C(C=C1)F)=O